FC(CN1N=CC=C1)(C(F)(F)F)F 1-(2,2,3,3,3-pentafluoro-propyl)pyrazol